C1(=CC=CC=C1)P(=O)(C=1C=C(C=CC1)C1=CC=NC2=C3N=CC=C(C3=CC=C12)C1=CC(=CC=C1)P(=O)(C1=CC=CC=C1)C1=CC=CC=C1)C1=CC=CC=C1 4,7-bis[3-(diphenylphosphinyl)phenyl]-1,10-phenanthroline